2,3,7,8-tetrachlorodibenzo-dioxin ClC1=CC2=C(OC3=C(O2)C=C(C(=C3)Cl)Cl)C=C1Cl